phenylpyridin-2-ylcarbamate C1(=CC=CC=C1)OC(NC1=NC=CC=C1)=O